N1N=NC(=C1)C(=O)[O-] 1H-triazole-4-carboxylate